PYRIDO-PYRIMIDIN N1=CN=CC2=C1C=CC=N2